COC1=CC2=C(C(CO2)C(=O)OC)C=C1 methyl 6-methoxy-2,3-dihydro-1-benzofuran-3-carboxylate